ClC=1C=C(C=CC1F)NC(=O)[C@H]1N(S(CC1)(=O)=O)C1=NC(=CC(=C1)C(F)(F)F)C (S)-N-(3-chloro-4-fluorophenyl)-2-(6-methyl-4-(trifluoromethyl)pyridin-2-yl)isothiazolidine-3-carboxamide 1,1-dioxide